1-(9Z,12Z-heptadecadienoyl)-2-(9Z-tetradecenoyl)-glycero-3-phosphoserine CCCC/C=C\CCCCCCCC(=O)O[C@H](COC(=O)CCCCCCC/C=C\C/C=C\CCCC)COP(=O)(O)OC[C@@H](C(=O)O)N